C(C)(C)(C)OC(=O)NC(C(=O)OC)C1CCC(CC1)F methyl 2-((tert-butoxycarbonyl)amino)-2-(4-fluorocyclohexyl)acetate